COC1=C(C=CC(=C1)[N+](=O)[O-])N1CCC(CC1)N(C)C 1-(2-methoxy-4-nitrophenyl)-N,N-dimethylpiperidin-4-amine